C1(CC1)OC1=CC(=NC=C1)C1=NSC(=N1)NC1=NC=CC=C1C 3-(4-cyclopropoxypyridin-2-yl)-N-(3-methylpyridin-2-yl)-1,2,4-thiadiazol-5-amine